CN1C=CC2=CC(=CC=C12)CNC(=O)[C@H]1N(C[C@@H](C1)CC1=CC=C(C=C1)C)C(=O)[C@@H]1NCCC[C@@H]1C(=O)N1CCOCC1 (2s,4r)-N-[(1-methylindol-5-yl)methyl]-1-[(2r,3s)-3-(morpholine-4-carbonyl)piperidine-2-carbonyl]-4-(p-tolylmethyl)pyrrolidine-2-carboxamide